S1CN=NC1=S 1,3,4-thiadiazole-5-thione